NC1=NN2C(C=C(C=C2)C=2C=C(C(=NC2C)C)C(=O)NCC2=C(C=CC=C2F)OCC2CCCC2)=N1 5-{2-amino-[1,2,4]triazolo[1,5-a]pyridin-7-yl}-N-{[2-(cyclopentylmethoxy)-6-fluorophenyl]methyl}-2,6-dimethylpyridine-3-carboxamide